FC(OC1=C(C=CC=C1)C1CCN(CC1)C(=O)C1CC2(C1)NC(OC2)=O)(F)F (2s,4s)-2-(4-(2-(Trifluoromethoxy)phenyl)piperidine-1-carbonyl)-7-oxa-5-azaspiro[3.4]octan-6-one